BrC1=CC(=NC=C1)C=O 4-bromopicolinaldehyde